CCCC(CCCCCCCC)OC=1C=C(C=CC1)C(CCC[N+](=O)[O-])=O 3-(4-dodecyloxy)phenyl-4-nitrobutane-1-one